[N+](=O)([O-])C=1C=C2C(C3=NC4=CC(=CC=C4C(N3C2=CC1)=O)NC(OC(C)(C)C)=O)=O tert-butyl (8-nitro-6,12-dioxo-6,12-dihydroindolo[2,1-b]quinazolin-3-yl)carbamate